C1(=CC=C(C=C1)C1=CC=CC=C1CBr)C1=CC=C(C=C1)C1=CC=CC=C1CBr 4,4'-biphenyldibenzyl bromide